C(C1=CC=CC=C1)(=O)O[C@@H](C(=O)[O-])[C@H](C(=O)O)OC(C1=CC=CC=C1)=O.FC=1C=CC=C2CCO[C@H](C12)C[NH3+] (R)-1-(8-fluoroisochroman-1-yl)-N-methyl-ammonium (2R,3R)-2,3-bis(benzoyloxy)-3-carboxypropionate